24-methylpentacosyl docos-13-enoate C(CCCCCCCCCCCC=CCCCCCCCC)(=O)OCCCCCCCCCCCCCCCCCCCCCCCC(C)C